(S)-N-((R)-1-(1-(phenylsulfonyl)-1H-pyrrolo[3,2-c]pyridin-2-yl)ethyl)-5-azaspiro[2.4]heptane-6-carboxamide hydrochloride Cl.C1(=CC=CC=C1)S(=O)(=O)N1C(=CC=2C=NC=CC21)[C@@H](C)NC(=O)[C@H]2NCC1(CC1)C2